2-(2-((5-(2-(aminomethyl)-3-fluoropyridin-4-yl)benzofuran-3-yl)methoxy)phenyl)acetic acid NCC1=NC=CC(=C1F)C=1C=CC2=C(C(=CO2)COC2=C(C=CC=C2)CC(=O)O)C1